fluorine amino phosphonate P(ON)(O)=O.[F]